OC1=C(C(NC(=C1)C)=O)C#N 4-hydroxy-6-methyl-2-oxo-1,2-dihydropyridine-3-carbonitrile